FC1=C(CN(C(OCC)=O)C=2SC(=C(C2C(NC=2N=NC(=CC2)OC)=O)CN(C)C)C2=CC=C(C=C2)[N+](=O)[O-])C(=CC=C1)F ethyl (2,6-difluorobenzyl)(4-dimethylaminomethyl-3-(6-methoxypyridazin-3-ylcarbamoyl)-5-(4-nitrophenyl)thiophen-2-yl)carbamate